CC1(OCC(O1)CNC1=NC=C(C(=N1)NC1=CC=CC=C1)C(=O)N)C 2-((2,2-dimethyl-1,3-dioxolan-4-yl)methylamino)-4-(phenylamino)pyrimidine-5-carboxamide